BUTYLMETHOXYDIBENZOYLMETHAN C(CCC)C(C(C1=CC=CC=C1)=O)(C(C1=CC=CC=C1)=O)OC